BrC=1N=C(N2C1C(=NC=C2)Cl)C(C)C2=C(C(=C(C(=C2)Cl)C)C=2C=NC=CC2)OC 1-bromo-8-chloro-3-(1-(5-chloro-2-methoxy-4-methyl-3-(pyridin-3-yl)phenyl)ethyl)imidazo[1,5-a]Pyrazine